ethyl hexyl-benzoate C(CCCCC)C1=C(C(=O)OCC)C=CC=C1